FC(C(=O)O)(F)F.NC1=CC=C(C=N1)C=1N=C(C=2N(C1)C(=CN2)C2=C(C=CC(=C2)S(=O)(=O)C)C)N 6-(6-Aminopyridin-3-yl)-3-(2-methyl-5-(methylsulfonyl)phenyl)imidazo[1,2-a]pyrazin-8-amine trifluoroacetate